FC1(CN(C[C@@H]1OC1=CC(=NC=C1)C)C1=CC(=NC(=N1)C)C=1C(NC(NC1)=O)=O)F (S)-6-(3,3-difluoro-4-((2-methylpyridin-4-yl)oxy)pyrrolidin-1-yl)-2-methyl-[4,5'-bipyrimidin]-2',4'(1'H,3'H)-dione